BrC=1OC2=C(N1)C=C1C=CC=CC1=C2 2-bromonaphtho[2,3-d]oxazole